benzamide citrate dihydrate O.O.C(CC(O)(C(=O)O)CC(=O)O)(=O)O.C(C1=CC=CC=C1)(=O)N